C1(CC1)C1=NC(=NO1)COC=1C=C2CCN3C(C2=CC1)=CC(=NC3=O)OC[C@@H]3OCCOC3 9-(5-Cyclopropyl-[1,2,4]oxadiazol-3-ylmethoxy)-2-((R)-1-[1,4]dioxan-2-ylmethoxy)-6,7-dihydro-pyrimido[6,1-a]isoquinolin-4-one